ClC1=C(C=CC(=C1)OC1=CC=CC=C1)C(=O)C1=CNC2=NC=C(C(=C21)N[C@H]2CO[C@@H](CC2)CO)C (2-chloro-4-phenoxyphenyl)(4-(((3R,6S)-6-(hydroxymethyl)tetrahydro-2H-pyran-3-yl)amino)-5-methyl-1H-pyrrolo[2,3-b]pyridin-3-yl)methanone